(4-ethoxy-3-methoxyphenyl)methylidenpyrrolo[1,2-a]quinazolin-5-one C(C)OC1=C(C=C(C=C1)C=C1C=CC=2N1C1=CC=CC=C1C(N2)=O)OC